C1(=CC=CC=C1)[C@H]1CC=2C(=C3CCCOC3=CC2)OC1 (R)-3-phenyl-2,3,4,8,9,10-hexahydropyrano[2,3-f]chromene